C1([C@H](O)[C@@H](O)[C@H](O[C@H]2[C@H](O)[C@@H](O)[C@@H](O)[C@H](O2)CO)[C@H](O1)CO)OC[C@H](N)C(=O)O O-lactosylserine